ClC=1C=2N(C=C(N1)C1=CC(=NC=C1)[C@@H](C)N(C(OC(C)(C)C)=O)CC)N=CN2 tert-butyl (R)-(1-(4-(8-chloro-[1,2,4]triazolo[1,5-a]pyrazin-6-yl)pyridin-2-yl)ethyl)(ethyl)carbamate